(1r,4r)-N1-(7-chloro-2-(2,6-difluorophenyl)imidazo[2,1-f][1,2,4]triazin-4-yl)-N4-(3-fluoropropyl)cyclohexane-1,4-diamine ClC1=CN=C2C(=NC(=NN21)C2=C(C=CC=C2F)F)NC2CCC(CC2)NCCCF